C1=C(C=C(C(=C1I)O)I)CC(C(=O)NC(CC2=CC(=C(C(=C2)I)O)I)C(=O)NC(CC3=CC(=C(C(=C3)I)O)I)C(=O)O)N The molecule is a tripeptide consisting of three tyrosine residues each of which is substituted at the 3- and 5-positions by iodine. It is a tripeptide and an organoiodine compound.